(S)-N-(7-(4-Hydroxy-3,3-dimethylbut-1-yn-1-yl)-5-methyl-4-oxo-2,3,4,5-tetrahydro-benzo[b][1,4]oxazepin-3-yl)-4-phenoxypicolinamide OCC(C#CC1=CC2=C(OC[C@@H](C(N2C)=O)NC(C2=NC=CC(=C2)OC2=CC=CC=C2)=O)C=C1)(C)C